C(C)OC(=O)C1=CC2=C(N(C(=N2)N)C)C=C1 2-amino-1-methyl-1H-benzo[d]imidazole-5-carboxylic acid ethyl ester